ethylheptylhypophosphite C(C)P(=O)([O-])CCCCCCC